C1(CC1)C1=C(C=CC=C1)[C@H]1N(CCC1)C1CC2(CN(C2)C2=CC=C(C(=O)N)C=C2)C1 4-(6-((S)-2-(2-cyclopropylphenyl)pyrrolidin-1-yl)-2-azaspiro[3.3]hept-2-yl)benzamide